sodium phosphosulfide P(=O)(=O)SP(=O)=O.[Na]